O=C1N([C@H](CC12CC=CC2)C(=O)OC)C(=O)OC(C)(C)C |r| rac-2-tert-butyl 3-methyl 1-oxo-2-azaspiro[4.4]non-7-ene-2,3-dicarboxylate